FC1=C(C(=O)N[C@H](C(=O)O)CC2=C3C=CC=NC3=C(C=C2)C=2C=CC(=C3C=CC=NC23)F)C(=CC=C1)F (S)-2-(2,6-difluorobenzoylamino)-3-(5'-fluoro-[8,8'-biquinolin]-5-yl)propionic acid